1-(2-oxobutyl)-6-[3-(trifluoromethyl)phenyl]-3H-imidazo[4,5-b]pyridin-2-one O=C(CN1C(NC2=NC=C(C=C21)C2=CC(=CC=C2)C(F)(F)F)=O)CC